C(C)(=O)C=1C(=NC(=CC1)N1C=NC2=C1C=CC(=C2)NC2=CN=NC=C2)N2N=C(C=C2C)C#N 1-[3-acetyl-6-[5-(pyridazin-4-ylamino)benzimidazol-1-yl]-2-pyridyl]-5-methyl-pyrazole-3-carbonitrile